CONC(C1=CN=C(C=C1NC1=C(C(=CC=C1)C=1C=NN(C1)C)OC)NC1=CC=C(C=C1)S(=O)(=O)C)=O N-methoxy-4-((2-methoxy-3-(1-methyl-1H-pyrazol-4-yl)phenyl)amino)-6-((4-(methanesulfonyl)phenyl)amino)nicotinamide